[Fe].C1(=C(C=CC=C1)N)N o-phenylenediamine iron